C([C@H]([C@H]([C@@H]([C@@H](CO)O)O)O)O)C(=O)C(=O)O 2-oxo-3-deoxy-D-mannooctonic acid